N1N=C(C2=CC=CC=C12)C=1CCN(CC1)C=1C=CC2=C(N=C(O2)N2CCOCC2)C1 5-(4-(1H-indazol-3-yl)-3,6-dihydropyridin-1(2H)-yl)-2-morpholinobenzo[d]oxazole